1-((3S,4R)-4-(3-((4-amino-5-(4-chloro-3,5-dimethoxyphenyl)-7-methyl-7H-pyrrolo[2,3-d]pyrimidin-6-yl)ethynyl)azetidin-1-yl)-3-hydroxypiperidin-1-yl)prop-2-en-1-one NC=1C2=C(N=CN1)N(C(=C2C2=CC(=C(C(=C2)OC)Cl)OC)C#CC2CN(C2)[C@H]2[C@H](CN(CC2)C(C=C)=O)O)C